C(C)(=O)N1C[C@@H](C=2C3=C(C(NC2C1)=O)C=C(C=C3)F)N(C(=O)C=3NC1=CC=CC=C1C3)C |r| Racemic-N-(3-acetyl-8-fluoro-6-oxo-1,2,3,4,5,6-hexahydrobenzo[c][1,7]naphthyridin-1-yl)-N-methyl-1H-indole-2-carboxamide